C(C(C)(C)C)(=O)OCC1=C(C=CC(=C1)C(C1=CC=2N(C=C1)C(=NN2)C(F)(F)F)O)C 5-(hydroxy(3-(trifluoromethyl)-[1,2,4]triazolo[4,3-a]pyridin-7-yl)methyl)-2-methylbenzyl pivalate